COC1=CC=C(NC2=CC=C(C=C2)OCC2=CC=C(C=C2)C=C)C=C1 4-methoxy-N-(4-(4-vinylbenzyloxy)phenyl)aniline